C(C)OC(=O)C=1C(C=C2N(C(CN3N=C4C(=CC=CC4=C32)OC3CCOCC3)C(C)(C)C)C1)=O 6-(tert-butyl)-2-oxo-10-((tetrahydro-2H-pyran-4-yl)oxy)-6,7-dihydro-2H-pyrido[2',1':3,4]pyrazino[1,2-b]indazole-3-carboxylic acid ethyl ester